1-oxo-1-phenyl-6-(trifluoromethyl)isothiazolo[4,5-b]pyridin-3-one O=S1(NC(C2=NC=C(C=C21)C(F)(F)F)=O)C2=CC=CC=C2